(R)-1-[(S)-1-(2,3-Dihydrobenzo[1,4]dioxin-2-yl)methyl]-3-(4-fluorophenyl)piperidine O1[C@H](COC2=C1C=CC=C2)CN2C[C@H](CCC2)C2=CC=C(C=C2)F